C(#N)CCN(C(C)CC)C(C)CC N-(2-cyanoethyl)-N,N-di(sec-butyl)-amine